6-(4-chloro-2-(ethoxymethoxy)-6-methylphenyl)-1,2,4-triazin-3-amine ClC1=CC(=C(C(=C1)C)C1=CN=C(N=N1)N)OCOCC